O1N=CCC12CCNC(CC2)=O 1-oxa-2,8-diazaspiro[4.6]undec-2-en-9-one